FC=1C=C(C=NC1)NC(=O)C=1C=C2C(=NC1)NC=C2C2=CC=C1C(CC3(CCNCC3)C1=C2)=O N-(5-fluoropyridin-3-yl)-3-(3-oxo-2,3-dihydrospiro[indene-1,4'-piperidin]-6-yl)-1H-pyrrolo[2,3-b]pyridine-5-carboxamide